NC1=CC(=C(C=C1)N1N=CC(=C1)NC(OCC[Si](C)(C)C)=O)S(NCC1=C(C=C(C=C1)OC)OC)(=O)=O 2-(trimethylsilyl)ethyl (1-{4-amino-2-[(2,4-dimethoxybenzyl)sulfamoyl]phenyl}-1H-pyrazol-4-yl)carbamate